C(C1=CC=CC=C1)OC=1C(=C(C=2CC(CCC2C1)CNCC(C)C)F)N1CC(NS1(=O)=O)=O 5-[3-(benzyloxy)-1-fluoro-7-{[(2-methylpropyl)amino]methyl}-5,6,7,8-tetrahydronaphthalen-2-yl]-1λ6,2,5-thiadiazolidine-1,1,3-trione